C1(CC1)CC1=CC=CC2=C1C(=C(O2)C)C(=O)O (cyclopropylmethyl)-2-methylbenzofuran-3-carboxylic acid